{1-[2-(2,6-dioxopiperidin-3-yl)-1,3-dioxoisoindol-4-yl]piperidin-4-yl}methyl 4-methylbenzenesulfonate CC1=CC=C(C=C1)S(=O)(=O)OCC1CCN(CC1)C1=C2C(N(C(C2=CC=C1)=O)C1C(NC(CC1)=O)=O)=O